CN1N=CC2=C(C=CC=C12)C(C)[N+](=O)[O-] 1-methyl-4-(1-nitroethyl)-1H-indazole